C1(C(CCCC1)CCC(=O)O)(CCC(=O)O)CCC(=O)O cyclohexanetripropionic acid